ClC1=CC(=C(COC2=CC=CC(=N2)N2CC3C(C2)CNC3)C=C1)F 5-(6-((4-chloro-2-fluorobenzyl)oxy)pyridin-2-yl)hexahydropyrrolo[3,4-c]Pyrrol